Manganese zinc selenide [Se-2].[Zn+2].[Mn+2].[Se-2]